C(C)C1=C(C=CC=C1O)O 2-ethyl-1,3-dihydroxybenzene